6-((2-fluoro-4-(methylsulfonyl)phenyl)thio)-3-methoxy-N-(5-methyl-1H-pyrazol-3-yl)-4-(1-methyl-1H-pyrazol-4-yl)pyridin-2-amine FC1=C(C=CC(=C1)S(=O)(=O)C)SC1=CC(=C(C(=N1)NC1=NNC(=C1)C)OC)C=1C=NN(C1)C